dimercaptoethane mono(Salicylate) C(C=1C(O)=CC=CC1)(=O)O.SC(C)S